9-bromo-8-fluoro-2,5-dihydrobenzo[b]oxepine BrC1=C(C=CC2=C1OCC=CC2)F